(R)-7'-(1H-indazol-4-yl)-2'-oxo-1',4'-dihydro-2'H-spiro[pyrrolidine-3,3'-quinoline]-1-carbonitrile N1N=CC2=C(C=CC=C12)C1=CC=C2C[C@]3(C(NC2=C1)=O)CN(CC3)C#N